hydroxy-2-oleoyl-sn-glycerol OC(O)[C@@H](OC(CCCCCCC\C=C/CCCCCCCC)=O)CO